phosphonium choline 3,4-difluorothiophenol FC=1C=C(C=CC1F)S.OCC[N+](C)(C)C.[PH4+]